ClC(CN(C(O)=O)C1=C2C(=NC(=C1C)C1CC1)CCC2)(Cl)Cl.COC2=C(C=CC=C2)NCCCNC2=CC(N(C(N2C)=O)C)=O 6-[[3-(2-methoxyphenylamino)propyl]amino]-1,3-dimethyl-uracil 2,2,2-trichloroethyl-(2-cyclopropyl-3-methyl-6,7-dihydro-5H-cyclopenta[b]pyridin-4-yl)carbamate